ONC(=O)C1N(CCC1)C(=O)C1CN(CCC1)CC=1C(=C(C=CC1)C1=CC=CC=C1)C N-hydroxy-1-(1-((2-methyl-[1,1'-biphenyl]-3-yl)methyl)piperidine-3-carbonyl)pyrrolidine-2-carboxamide